1,2,3-tribromo-5-chlorobenzene BrC1=C(C(=CC(=C1)Cl)Br)Br